methyl 2-(tert-butoxycarbonylamino)-5-[3-[4-[3-[tert-butyl(dimethyl)silyl]oxyprop-1-ynyl]-2-fluoro-phenoxy]propyl]thiazole-4-carboxylate C(C)(C)(C)OC(=O)NC=1SC(=C(N1)C(=O)OC)CCCOC1=C(C=C(C=C1)C#CCO[Si](C)(C)C(C)(C)C)F